N-[(1R)-1-[3-amino-5-(trifluoromethyl)phenyl]ethyl]-1-[3-(methylamino)phenyl]-6-oxopyridine-3-carboxamide NC=1C=C(C=C(C1)C(F)(F)F)[C@@H](C)NC(=O)C1=CN(C(C=C1)=O)C1=CC(=CC=C1)NC